C(C1=CC=CC=C1)OC=1C=C(OCCOCCOCCOC2CCN(CC2)C(=O)OC(C)(C)C)C=CC1 tert-butyl 4-[2-[2-[2-(3-benzyloxyphenoxy)ethoxy]ethoxy]ethoxy]piperidine-1-carboxylate